tert-butyl (2S,5R)-4-(bis(4-bromophenyl)methyl)-2,5-dimethylpiperazine-1-carboxylate BrC1=CC=C(C=C1)C(N1C[C@@H](N(C[C@H]1C)C(=O)OC(C)(C)C)C)C1=CC=C(C=C1)Br